Cl.NC=1C(N(C=CC1)[C@H]1[C@@H](C1)CC)=O trans-3-amino-1-(2-ethylcyclopropyl)pyridin-2(1H)-one hydrochloride